6-(1H-imidazol-1-yl)-4-methyl-N-(piperidin-4-yl)picolinamide hydrochloride Cl.N1(C=NC=C1)C1=CC(=CC(=N1)C(=O)NC1CCNCC1)C